C(C=C\C=C\C=C\C=C\C=C/C=C/CCCCCCCCC)(=O)O 4E,7E,10Z,13E,16E,19E-docosahexaenoic acid